5,10,15-tris(p-methylphenyl)-20-(p-hydroxyphenyl)porphyrin cobalt (II) [Co+2].CC1=CC=C(C=C1)C=1C2=CC=C(N2)C(=C2C=CC(C(=C3C=CC(=C(C=4C=CC1N4)C4=CC=C(C=C4)C)N3)C3=CC=C(C=C3)C)=N2)C2=CC=C(C=C2)O